1,1,1,3,3,3-hexafluoro-propan-2-yl (R or S)-1-(pyrimidin-5-ylcarbamoyl)-6-azaspiro-[2.5]octane-6-carboxylate N1=CN=CC(=C1)NC(=O)[C@@H]1CC12CCN(CC2)C(=O)OC(C(F)(F)F)C(F)(F)F |o1:9|